COC1=CC=CC(=N1)CN1CCCC2=CC=CC=C12 1-[(6-methoxypyridin-2-yl)methyl]-1,2,3,4-tetrahydroquinoline